BrC1=CC(=NN=N1)Br dibromotriazine